N1(CC2(C3=CC=CC=C13)CC2)C(=O)N spiro[cyclopropane-1,3'-indoline]-1'-carboxamide